3-(4-(5-(2,3-dihydro-1H-inden-4-yl)-6-methoxy-1H-pyrazolo[4,3-b]pyridin-3-yl)-1H-pyrazol-1-yl)azetidine-1-carboxylic acid 2-methoxyethyl ester COCCOC(=O)N1CC(C1)N1N=CC(=C1)C1=NNC=2C1=NC(=C(C2)OC)C2=C1CCCC1=CC=C2